C(C)CNC(=O)SC1=CC(=CC(=C1)S)S 1-ethylmethylcarbamoylthio-3,5-dimercaptobenzene